5-bromo-2-(4-((tert-butyldimethylsilyl)oxy)-2-methylbutan-2-yl)-3-(2-hydroxyethyl)phenyl diisopropyl phosphate P(=O)(OC1=C(C(=CC(=C1)Br)CCO)C(C)(CCO[Si](C)(C)C(C)(C)C)C)(OC(C)C)OC(C)C